(E)-p-methoxycinnamic acid ethyl ester C(C)OC(\C=C\C1=CC=C(C=C1)OC)=O